C(CC(C)C)(=O)O i-pentanoic acid